CC1CC2C(CC1C(=O)OCC1CC3C(CC1C)O3)O2 6-methyl-3,4-epoxycyclohexylmethyl 6-methyl-3,4-epoxycyclohexanecarboxylate